C(C)(C)(C)OC(=O)N1CC(OCC1)CO[Si](C(C)C)(C(C)C)C(C)C 2-(triisopropylsilyloxymethyl)morpholine-4-carboxylic acid tert-butyl ester